P(=O)(OC[C@H]1O[C@@H](C[C@@H]1OP(=O)([O-])OCCCC)N1C(N=C(C=C1)N)=O)(OCCCC)[O-].[NH4+].[NH4+] |&1:6| ammonium ((2R,3S,SR)-5-(4-amino-2-oxopyrimidin-1(2H)-yl)-3-((butoxyoxidophosphoryl)oxy)tetrahydrofuran-2-yl)methyl butyl phosphate